N[C@@H]1CN(CC[C@H]1F)C1=NC2=C(N1CC(=O)N(C)CCF)C=C(C(=C2)F)F 2-(2-((3R,4R)-3-amino-4-fluoropiperidin-1-yl)-5,6-difluoro-1H-benzo[d]imidazol-1-yl)-N-(2-fluoroethyl)-N-methylacetamide